C(CC=CCC=CCC)O 3,6-nonadien-1-ol